2-sulfanilamidothiazole C1=CC(=CC=C1N)S(=O)(=O)NC2=NC=CS2